1-(1-(3-Chlorophenyl)-1H-pyrazol-4-yl)ethanone tert-Butyl-(1-(4-(2-(2-aminopyridin-3-yl)-5-phenyl-3H-imidazo[4,5-b]pyridin-3-yl)benzyl)azepan-4-yl)carbamate C(C)(C)(C)N(C(O)=O)C1CCN(CCC1)CC1=CC=C(C=C1)N1C(=NC=2C1=NC(=CC2)C2=CC=CC=C2)C=2C(=NC=CC2)N.ClC=2C=C(C=CC2)N2N=CC(=C2)C(C)=O